C(C)(C)(C)N(C(O)=O)CC#CC1=NC(=C(C=C1)C#N)SC.NCC1=CC=C(NC2=CC=C(C=C2)N2CCC(CC2)C(F)(F)F)C=C1 4-(aminomethyl)-N-(4-(4-(trifluoromethyl)piperidin-1-yl)phenyl)aniline tert-butyl-(3-(5-cyano-6-(methylthio)pyridin-2-yl)prop-2-yn-1-yl)carbamate